C[C@H]1OC2=C(N(C1=O)CC1=NC(=CC=C1)C(F)(F)F)C=CC(=C2)NC(=O)NC2(CCC2)C 1-[(2R)-2-methyl-3-oxo-4-{[6-(trifluoromethyl)pyridin-2-yl]methyl}-2H-1,4-benzoxazin-7-yl]-3-(1-methylcyclobutyl)urea